CC1(COC(OC1)C=1C=C(C=C(C1OCC1=CC=C(C=C1)OC)F)CO)C (3-(5,5-dimethyl-1,3-dioxan-2-yl)-5-fluoro-4-(4-methoxybenzyloxy)phenyl)methanol